(3,5-dibromo-4-hydroxyphenyl)(1,3-dimethyl-5,6-dihydropyrazolo[4,3-b][1,4]oxazin-7(1H)-yl)methanone BrC=1C=C(C=C(C1O)Br)C(=O)N1C2=C(OCC1)C(=NN2C)C